tert-butyl N-[(3R)-8-[5-(1-cyano-1-methyl-ethyl)-1,3,4-oxadiazol-2-yl]-5,5,7-trifluoro-2-oxo-1-[[4-[5-(trifluoromethyl)-2-pyridyl]phenyl]methyl]-3,4-dihydro-1-benzazepin-3-yl]carbamate C(#N)C(C)(C)C1=NN=C(O1)C1=CC2=C(C(C[C@H](C(N2CC2=CC=C(C=C2)C2=NC=C(C=C2)C(F)(F)F)=O)NC(OC(C)(C)C)=O)(F)F)C=C1F